androsta-5,16-dien-3β-ol C[C@@]12C=CC[C@H]1[C@@H]1CC=C3C[C@H](CC[C@]3(C)[C@H]1CC2)O